tert-butyl 3-((2-isopropylphenyl)amino)azetidine-1-carboxylate C(C)(C)C1=C(C=CC=C1)NC1CN(C1)C(=O)OC(C)(C)C